FC1=C2C(SC(=C2)C(=O)OC)=C(C2=C1SC(=C2)C(=O)OC)F dimethyl 4,8-difluorobenzo[1,2-b:4,5-b']dithiophene-2,6-dicarboxylate